(1-ethoxy-1,3-dioxobutan-2-yl)sodium C(C)OC(C(C(C)=O)[Na])=O